(3-((5,7-dimethyl-4-oxo-4,5-dihydro-3H-pyridazino[4,5-b]indol-3-yl)methyl)phenyl)carbamic acid tert-butyl ester C(C)(C)(C)OC(NC1=CC(=CC=C1)CN1N=CC2=C(N(C=3C=C(C=CC23)C)C)C1=O)=O